(R)-N-(4-(3-((6-(1H-pyrazol-4-yl)-5-(trifluoromethyl)-[1,2,4]triazolo[1,5-a]pyridin-2-yl)amino)pyrrolidine-1-carbonyl)phenyl)acrylamide N1N=CC(=C1)C=1C=CC=2N(C1C(F)(F)F)N=C(N2)N[C@H]2CN(CC2)C(=O)C2=CC=C(C=C2)NC(C=C)=O